1-(4-((tetrahydro-2H-pyran-2-yl)oxy)phenethyl)-1H-benzo[d]imidazole O1C(CCCC1)OC1=CC=C(CCN2C=NC3=C2C=CC=C3)C=C1